N-[3-[1-(4-chloro-3-fluoro-phenyl)triazol-4-yl]-1-bicyclo[1.1.1]pentanyl]-2-[cis-3-(trifluoromethoxy)cyclobutoxy]acetamide ClC1=C(C=C(C=C1)N1N=NC(=C1)C12CC(C1)(C2)NC(CO[C@@H]2C[C@@H](C2)OC(F)(F)F)=O)F